(S)-2-(1-(4-(6-((4-Cyano-2-fluorobenzyl)oxy)pyridin-2-yl)piperidin-1-yl)ethyl)-4-(difluoromethoxy)-1-methyl-1H-benzo[d]imidazole-6-carboxylic acid C(#N)C1=CC(=C(COC2=CC=CC(=N2)C2CCN(CC2)[C@@H](C)C2=NC3=C(N2C)C=C(C=C3OC(F)F)C(=O)O)C=C1)F